C(#N)C1=CC(=C(COC2=CC=CC(=N2)C2CCN(CC2)CC=2N(C3=C(N2)C=C(C2=C3OCCO2)C(=O)O)C[C@H]2OCC2)C=C1)F (S)-2-((4-(6-((4-Cyano-2-fluorobenzyl)oxy)pyridin-2-yl)piperidin-1-yl)methyl)-1-(oxetan-2-ylmethyl)-7,8-dihydro-1H-[1,4]dioxino[2',3':3,4]benzo[1,2-d]imidazole-5-carboxylic acid